CN1CC(CC1)C(=O)OC methyl 1-methylpyrrolidine-3-carboxylate